N1=CCN2C1=COC=C2 imidazo[2,1-c][1,4]oxazine